PYRUVATE C(C(=O)C)(=O)[O-]